FC1=C(C(=CC=C1)F)C=1SC=2C=NC(=CC2N1)NC1=CC=C(C(=N1)CN(C)C)N1CCC(CC1)O 1-(6-{[2-(2,6-Difluorophenyl)-[1,3]thiazolo[5,4-c]pyridin-6-yl]amino}-2-[(dimethylamino)methyl]pyridin-3-yl)piperidin-4-ol